(1-(cyclohexanecarbonyl)piperidin-4-yl)(5-phenyl-4,5-dihydro-1H-pyrazol-1-yl)methanone C1(CCCCC1)C(=O)N1CCC(CC1)C(=O)N1N=CCC1C1=CC=CC=C1